[Br-].[Zn+2].C=CC(C)C.[Br-] isopentene zinc bromide